1-(4-(3-amino-4-(4-aminophenyl)benzo[d]isoxazol-6-yl)piperidin-1-yl)-2-methylpropan-1-one NC1=NOC2=C1C(=CC(=C2)C2CCN(CC2)C(C(C)C)=O)C2=CC=C(C=C2)N